4-[5-(4-chlorophenyl)-1-[4-chloro-2-(trifluoromethyl)phenyl]pyrrol-2-yl]-N-[2-(dimethylamino)ethyl]-benzamide ClC1=CC=C(C=C1)C1=CC=C(N1C1=C(C=C(C=C1)Cl)C(F)(F)F)C1=CC=C(C(=O)NCCN(C)C)C=C1